C(C)(=O)SC1=CC2=C(C=C1)C1(CCN(CC1)CCC(=O)OCCCC)CO2 butyl 3-[6-(acetylsulfanyl)-2H-spiro[1-benzofuran-3,4'-piperidine]-1'-yl]propanoate